(3-chloro-5-methanesulfonamidophenyl)-5-methyl-4-[5-(methylamino)pyrimidin-2-yl]thiophene-2-carboxamide ClC=1C=C(C=C(C1)NS(=O)(=O)C)C1=C(SC(=C1C1=NC=C(C=N1)NC)C)C(=O)N